C(C)[Sn](CC)(CC)O triethyl-tin (IV) hydroxide